CN1CCN(CC1)C1=NC2=CC=C(C=C2C=N1)C=C 2-(4-methylpiperazin-1-yl)-6-vinylquinazoline